FC1(CCN(CC1)C([C@H](CCCN[C@H]1[C@@H](C1)C1=CC=C(C=C1)F)NC(C1=CC=C(C=C1)N1N=NC=C1)=O)=O)F N-[(2S)-1-(4,4-difluoropiperidin-1-yl)-5-[[(1R,2S)-2-(4-fluorophenyl)cyclopropyl]amino]-1-oxopentan-2-yl]-4-(1H-1,2,3-triazol-1-yl)benzamide